CP(OC1CCCCC1)(OCC(F)(F)F)=O cyclohexyl (2,2,2-trifluoroethyl) methylphosphonate